(R)-3-(1-aminoethyl)-5-(thiazol-5-yl)aniline hydrochloride Cl.N[C@H](C)C=1C=C(N)C=C(C1)C1=CN=CS1